tert-butyl[3-(2-aminoethoxy)propoxy]acetate C(C)(C)(C)OC(COCCCOCCN)=O